2-methyl-2,6-heptadiene CC(C)=CCCC=C